CN1N=C(C=C1C(F)(F)F)C(=O)OCC ethyl 1-methyl-5-(trifluoromethyl)-1H-pyrazole-3-carboxylate